3-(4-(4-(hydroxymethyl)-3-methylisoxazol-5-yl)phenoxy)bicyclo[3.1.0]hexane-6-carboxylic acid ethyl ester C(C)OC(=O)C1C2CC(CC12)OC1=CC=C(C=C1)C1=C(C(=NO1)C)CO